C(C)OP1(OCCCO1)=O 2-ethoxy-1,3,2-dioxaphosphorinane-2-oxide